1-(2-(1-methyl-1H-imidazo[1,2-b]pyrazole-7-carbonyl)-2-azaspiro[3.3]heptan-6-yl)-3-(5-(trifluoromethyl)pyridin-3-yl)urea CN1C=CN2N=CC(=C21)C(=O)N2CC1(C2)CC(C1)NC(=O)NC=1C=NC=C(C1)C(F)(F)F